ClC=1C(=C(C=CC1F)N(C(=O)[C@H]1N(C[C@H]2[C@@H]1CCC2)C2=NC(=CC(=C2C#N)C(F)(F)F)C)C)F (1S,3aR,6aS)-N-(3-chloro-2,4-difluorophenyl)-2-(3-cyano-6-methyl-4-(trifluoromethyl)pyridin-2-yl)-N-methyloctahydrocyclopenta[c]pyrrole-1-carboxamide